methoxy-N,2-dimethylquinazoline-7-carboxamide COC1=NC(=NC2=CC(=CC=C12)C(=O)NC)C